iso-octyl methylacrylate CC(C(=O)OCCCCCC(C)C)=C